NC(C(CCC(=O)OC(C)(C)C)N1C(C2=CC=CC(=C2C1)C#N)=O)=O tert-butyl 5-amino-4-(4-cyano-1-oxoisoindolin-2-yl)-5-oxopentanoate